OC(CNCC=1C=CC=2N(C1)C=C(N2)CNC(=O)C=2N=C1N(C(C2)=O)C=CC=C1)(C)C N-[[6-[[(2-hydroxy-2-methyl-propyl)amino]methyl]imidazo[1,2-a]pyridin-2-yl]methyl]-4-oxo-pyrido[1,2-a]pyrimidine-2-carboxamide